C1(CC1)C=1C(=NOC1)C(=O)N[C@@H](C(C1CC1)C1CC1)C=1OC2=C(N1)C=C(C=C2)CN2C(N[C@@H](C2)C(F)(F)F)=O 4-cyclopropyl-N-((S)-2,2-dicyclopropyl-1-(5-(((S)-2-oxo-4-(trifluoromethyl)-imidazolidin-1-yl)methyl)benzo[d]oxazol-2-yl)ethyl)isoxazole-3-carboxamide